OC1CN(C1)C(=O)OC1CCC(CC1)C(N(CC12CCC(CC1)(CC2)C2=CC(=C(C=C2)OC)C)C2=NC(=CN=C2)C=2C=NN(C2)C(C)C)=O 4-((6-(1-Isopropyl-1H-pyrazol-4-yl)pyrazin-2-yl)((4-(4-methoxy-3-methylphenyl)bicyclo[2.2.2]octan-1-yl)methyl)carbamoyl)cyclohexyl trans-3-hydroxyazetidine-1-carboxylate